NC1=C2C(=NC=N1)NN=C2C2=CC(=C(C=C2)OC(C)C)F 4-amino-3-(3-fluoro-4-isopropoxyphenyl)-1H-pyrazolo[3,4-d]pyrimidin